BrC1=CC=C(C=C1)C=1N=C2N(C=CC=C2)C1CN1C2CN(CC1CC2)C(=O)C2CCCC2 (8-{[2-(4-Bromophenyl)imidazo[1,2-a]pyridin-3-yl]methyl}-3,8-diazabicyclo[3.2.1]oct-3-yl)-(cyclopentyl)methanon